FC1=C(C=C(C=C1)N1CCC1)N1N=C2N=CC(=CC2=C1)N1CC(C1)F N-{4-fluoro-3-[5-(3-fluoroazetidin-1-yl)-2H-pyrazolo[3,4-b]pyridin-2-yl]phenyl}azetidine